5-(3-isopropyl-2-methyl-3H-imidazo[4,5-b]pyridin-5-yl)-N-(3,3,3-trifluoropropyl)-7H-pyrrolo[2,3-d]pyrimidin-2-amine C(C)(C)N1C(=NC=2C1=NC(=CC2)C2=CNC=1N=C(N=CC12)NCCC(F)(F)F)C